rac-8-(benzyloxy)-6-chloro-1-imino-1,2,3,4-tetrahydro-1λ4-thiopyrano[3,2-b]pyridine 1-oxide C(C1=CC=CC=C1)OC1=C2C(=NC(=C1)Cl)CCC[S@@]2(=N)=O |r|